tert-butyl (2R,5S)-5-methyl-2-(methyl-d3)piperazine-1-carboxylate C[C@@H]1NC[C@H](N(C1)C(=O)OC(C)(C)C)C([2H])([2H])[2H]